2,5-bis-(4-hydroxyanilino)-1,4-benzoquinone OC1=CC=C(NC=2C(C=C(C(C2)=O)NC2=CC=C(C=C2)O)=O)C=C1